methyl 2-[2-[6-[4-(cyclopentylamino)-phenyl]-5-[[4-methyl-3-(trifluoromethyl) phenyl] carbamoyl]-2-piperidyl] ethyl]-3-fluoro-benzoate C1(CCCC1)NC1=CC=C(C=C1)C1C(CCC(N1)CCC1=C(C(=O)OC)C=CC=C1F)C(NC1=CC(=C(C=C1)C)C(F)(F)F)=O